(R)-4-(2-(Benzyloxy)-4-methoxyphenyl)-N-(1-methylpiperidin-3-yl)pyrazolo[1,5-d][1,2,4]triazin-7-amine C(C1=CC=CC=C1)OC1=C(C=CC(=C1)OC)C=1C=2N(C(=NN1)N[C@H]1CN(CCC1)C)N=CC2